CC(=O)N[C@@H]1[C@H]([C@@H]([C@H](O[C@H]1O[C@H]2[C@H]([C@H](O[C@H]([C@@H]2O)O[C@@H]3[C@H](O[C@H]([C@@H]([C@H]3O)O)O)CO)CO)O)CO)O)O The molecule is a linear amino trisaccharide consisting of beta-D-glucose at the reducing end having an N-acetyl-beta-D-glucosaminyl-(1->3)-beta-D-galactosyl group attached at the 4-position. It has a role as an epitope. It is an amino trisaccharide and a glucosamine oligosaccharide.